FC(CN1C(=NC2=NC=C(C=C21)C=2C=CN1N=C(N=CC12)NC1CCN(CC1)C(C)=O)C)F 1-(4-((5-(1-(2,2-difluoroethyl)-2-methyl-1H-imidazo[4,5-b]pyridin-6-yl)pyrrolo[2,1-f][1,2,4]triazin-2-yl)amino)piperidin-1-yl)ethan-1-one